C(#N)C(C(=O)NC([O-])=O)=NNC1=CC(=C(C(=C1)Cl)OC=1C=C2CCN(C(C2=CC1)=O)CC1=CC(=CC=C1)OC)Cl (2-cyano-2-(2-(3,5-dichloro-4-((2-(3-methoxybenzyl)-1-oxo-1,2,3,4-tetrahydroisoquinolin-6-yl)oxy)phenyl)hydrazono)acetyl)carbamate